F.C(CCCCCCCCCCCCCCCCC)C(CCNCCO)N(CCO)CCO octadecyl-N',N,N-tris(2-hydroxyethyl)-1,3-propanediamine hydrofluoric acid salt